C(C)(C)C(C(=O)OCC(C)C)(C(C(=O)OCC(C)C)C(C)C)C diisobutyl 2,3-diisopropyl-methylsuccinate